methyl 2-methoxy-5,6,7,8-tetrahydro-1,6-naphthyridine-3-carboxylate hydrochloride Cl.COC1=NC=2CCNCC2C=C1C(=O)OC